FC=1C=C(C=C(C1)F)C1=C(C(=NC=C1)C#N)F 4-(3,5-difluorophenyl)-3-fluoropyridine-2-carbonitrile